C12CNCC(CC1)N2C=2SC=1CN(CCC1N2)C(=O)NCC2=CC=C(C=C2)C(F)(F)F 2-(3,8-diazabicyclo[3.2.1]octan-8-yl)-N-(4-(trifluoromethyl)benzyl)-6,7-dihydrothiazolo[5,4-c]pyridine-5(4H)-carboxamide